C(C)(C)(C)OC(=O)N1CCC(CC1)C(C1=CC=CC=C1)(O)C1=CC=C(C=C1)F 4-[(4-fluorophenyl)-hydroxy-phenyl-methyl]Piperidine-1-carboxylic acid tert-butyl ester